BrC=1C=CC2=C(N(C=N2)CC2=C(C=CC(=C2)C)C)C1 6-bromo-1-(2,5-dimethylbenzyl)-1H-benzo[d]imidazole